ClC=1C(=C(C=CC1)C1=CC=CC=C1)[N+](=O)[O-] chloro-2-nitro-1,1'-biphenyl